3-ethyl-1-Cyclohexanol C(C)C1CC(CCC1)O